N-methylperfluorooctane-1-sulfonamide CNS(=O)(=O)C(C(C(C(C(C(C(C(F)(F)F)(F)F)(F)F)(F)F)(F)F)(F)F)(F)F)(F)F